3,5-dimethylanthranilic acid CC1=C(C(C(=O)O)=CC(=C1)C)N